N-(2-chloro-4-nitrophenyl)-2-hydroxy-5-methoxybenzamide ClC1=C(C=CC(=C1)[N+](=O)[O-])NC(C1=C(C=CC(=C1)OC)O)=O